C(\C=C\C(=O)OC1CCC(CC1)OC(=O)OCCl)(=O)OC(C)(C)C tert-Butyl (1S,4S)-4-{[(chloromethoxy)carbonyl]oxy}cyclohexyl (2E)-but-2-enedioate